BrC1=CC=C(C=C1)C1=NN(C(C1)C1=CC=C(C=C1)Br)C(=O)C1C(OC2=C(C1)C=CC(=C2)OCC[Se]C#N)=O 3-(3,5-bis(4-bromo-phenyl)-4,5-dihydro-1H-pyrazole-1-carbonyl)-7-(2-cyanoselenoethoxy)-dihydro-benzopyran-2-one